IC1=CC=CC=2N1N=CC2 7-iodopyrazolo[1,5-a]pyridine